(S)-3-((3-(3-chlorophenethyl)-3-(ethoxymethyl)pyrrolidin-1-yl)methyl)pyridine ClC=1C=C(CC[C@]2(CN(CC2)CC=2C=NC=CC2)COCC)C=CC1